disodium α-ketoglutarate dihydrate O.O.O=C(C(=O)[O-])CCC(=O)[O-].[Na+].[Na+]